6-(piperidin-4-yloxy)chroman-4-one N1CCC(CC1)OC=1C=C2C(CCOC2=CC1)=O